7-(2-amino-6-fluoro-5-(4-(4-isopropylpiperazin-1-yl)phenyl)pyridin-3-yl)-2-((methylamino)methyl)quinazolin-4(3H)-one NC1=NC(=C(C=C1C1=CC=C2C(NC(=NC2=C1)CNC)=O)C1=CC=C(C=C1)N1CCN(CC1)C(C)C)F